C(C1=CC=CC=C1)OC1=C(N(C=C(C1=O)C(NCC1=C(C=C(C=C1F)F)F)=O)[C@@H]1CCC2=C(NC1)C=CC=C2F)C(=O)OC methyl (R)-3-(benzyloxy)-1-(6-fluoro-2,3,4,5-tetrahydro-1H-benzo[b]azepin-3-yl)-4-oxo-5-((2,4,6-trifluorobenzyl) carbamoyl)-1,4-dihydropyridine-2-carboxylate